4-[[3-[2,3-Difluoro-4-[1-(2-methoxyethyl)-3-methyl-pyrazol-4-yl]phenyl]imidazo[1,2-a]pyrazin-8-yl]amino]-2-ethyl-N-[(1-methyl-4-piperidyl)methyl]benzamide FC1=C(C=CC(=C1F)C=1C(=NN(C1)CCOC)C)C1=CN=C2N1C=CN=C2NC2=CC(=C(C(=O)NCC1CCN(CC1)C)C=C2)CC